N-(2-methoxyethyl)-2-nitro-5-(2H-tetrazol-5-yl)aniline COCCNC1=C(C=CC(=C1)C=1N=NNN1)[N+](=O)[O-]